Z-glutamic acid N[C@@H](CCC(=O)O)C(=O)O